Tert-butyl 4-(7-(2-hydroxypropan-2-yl)-6-(6-(trifluoromethyl)picolinamido)imidazo[1,2-a]pyridin-2-yl)piperidine-1-carboxylate OC(C)(C)C1=CC=2N(C=C1NC(C1=NC(=CC=C1)C(F)(F)F)=O)C=C(N2)C2CCN(CC2)C(=O)OC(C)(C)C